methyl-chlorofluoromethane CC(F)Cl